C(C1=CC=CC=C1)(C1=CC=CC=C1)NC(C#N)CC=1C=C2C=NN(C2=CC1)C1OCCCC1 2-((Benzhydryl)amino)-3-(1-(tetrahydro-2H-pyran-2-yl)-1H-indazol-5-yl)propionitrile